bis(3,4,6-trichloro-2-{[(4-methylphenyl)methoxy]carbonyl} phenyl)oxalate ClC=1C(=C(C(=CC1Cl)Cl)OC(C(=O)OC1=C(C(=C(C=C1Cl)Cl)Cl)C(=O)OCC1=CC=C(C=C1)C)=O)C(=O)OCC1=CC=C(C=C1)C